tert-Butyl (2R-5S)-4-benzyl-5-cyclopropyl-2-methylpiperazine-1-carboxylate C(C1=CC=CC=C1)N1C[C@H](N(C[C@@H]1C1CC1)C(=O)OC(C)(C)C)C